ClC1=C(C(=CC=C1)F)C1=C(C(=C(C=C1OC(C(F)(F)F)C)C1N(CCCC1)C(=O)N)F)C(N)=O (2-chloro-6-fluorophenyl-(carbamoyl)-2-fluoro-5-((1,1,1-trifluoropropan-2-yl)oxy)phenyl)piperidine-1-carboxamide